5-fluoro-4'-((4-(methoxy-d3)-6-(methylsulfonyl)pyridin-2-yl)amino)-[2,3'-bipyridin-6'-yl]acetamide FC=1C=CC(=NC1)C=1C=NC(=CC1NC1=NC(=CC(=C1)OC([2H])([2H])[2H])S(=O)(=O)C)CC(=O)N